4-{2-[1-(2-azidoacetyl)piperidin-4-yl]ethynyl}-2-(2,6-dioxopiperidin-3-yl)-2,3-dihydro-1H-isoindole-1,3-dione N(=[N+]=[N-])CC(=O)N1CCC(CC1)C#CC1=C2C(N(C(C2=CC=C1)=O)C1C(NC(CC1)=O)=O)=O